CC1C=2C(=CC=N(C2CCC1)=O)[N+](=O)[O-] 5-methyl-4-nitro-1-oxo-5,6,7,8-tetrahydro-1λ5-quinoline